4-methoxy-2',3',5',6'-tetrahydro-5H-spiro[furo[3,4-b]pyridine-7,4'-pyran] 1-oxide COC1=C2C(=[N+](C=C1)[O-])C1(CCOCC1)OC2